ClC=1C=C(C=C(C1)Cl)C1=CC(=CC(=C1)OC=1C=NC(=CC1)N1CC2CNCC2C1)CNC 1-(3',5'-dichloro-5-((6-(hexahydropyrrolo[3,4-c]pyrrol-2(1H)-yl)pyridin-3-yl)oxy)-[1,1'-biphenyl]-3-yl)-N-methyl-methylamine